5-chloro-N-(1-methylpiperidin-4-yl)-7-morpholinothieno[3,2-b]pyridine-2-carboxamide ClC1=CC(=C2C(=N1)C=C(S2)C(=O)NC2CCN(CC2)C)N2CCOCC2